4-(2-Chloroethyl)-2-(2,4-dioxotetrahydropyrimidin-1(2H)-yl)isoindoline-1,3-dione ClCCC1=C2C(N(C(C2=CC=C1)=O)N1C(NC(CC1)=O)=O)=O